3-(1-(2-Fluorophenyl)pyrrolidin-2-yl)-1-phenyl-1H-pyrrole-2,5-dione FC1=C(C=CC=C1)N1C(CCC1)C=1C(N(C(C1)=O)C1=CC=CC=C1)=O